bis-pantothenate calcium salt [Ca+2].C(CCNC([C@H](O)C(C)(C)CO)=O)(=O)[O-].C(CCNC([C@H](O)C(C)(C)CO)=O)(=O)[O-]